(3,5-Difluoropyridin-2-yl)methanol FC=1C(=NC=C(C1)F)CO